tert-butyl 4-(5-chloro-6-methylpyrimidin-4-yl)piperazine-1-carboxylate ClC=1C(=NC=NC1C)N1CCN(CC1)C(=O)OC(C)(C)C